heptylindolal C(CCCCCC)C1=C(NC2=CC=CC=C12)C=O